5-(methoxymethyloxy)-N,N-dimethyl-6-(4,4,5,5-tetramethyl-1,3,2-dioxaborolan-2-yl)benzofuran-2-carboxamide COCOC=1C(=CC2=C(C=C(O2)C(=O)N(C)C)C1)B1OC(C(O1)(C)C)(C)C